FC1=C2CCN=CC2=CC(=C1)OCC1=C(C=C(C=C1)C#N)F 5-Fluoro-7-((4-cyano-2-fluorobenzyl)oxy)-3,4-dihydroisoquinoline